BrC1=CC2=C(N(C[C@H](CO2)OC)CC2=CC=C(C=C2)F)C=C1C |r| racemic-8-bromo-5-[(4-fluorophenyl)methyl]-3-methoxy-7-methyl-3,4-dihydro-2H-1,5-benzoxazepine